ethyl (2S,3S)-1-(tert-butylsulfinyl)-3-cyclopropylaziridine-2-carboxylate C(C)(C)(C)S(=O)N1[C@@H]([C@@H]1C1CC1)C(=O)OCC